COC1=CC=C(C=C1)COC1=NOC(=C1)CO [3-[(4-Methoxyphenyl)methoxy]isoxazol-5-yl]methanol